C(C)(C)(C)OC(=O)N=S(=O)(C1CC1)C1=CC=C(C(=O)NC2=C(C=CC(=C2)C=2SC=CC2)NC(OC(C)(C)C)=O)C=C1 tert-butyl (2-(4-(N-(tert-butoxycarbonyl)cyclopropanesulfonimidoyl)benzamido)-4-(thiophen-2-yl)phenyl)carbamate